1-pentylpyrrolidinium C(CCCC)[NH+]1CCCC1